1-methyl-2-(trifluoromethyl)cyclopropane-1-carboxylic acid CC1(C(C1)C(F)(F)F)C(=O)O